FC(C(=O)O)(F)F.N1CCC(CC1)N1C(=NC2=C1C=CC=C2)C(F)(F)F (piperidin-4-yl)-2-(trifluoromethyl)-1H-benzo[d]imidazole trifluoroacetate